C1(CCC1)N1C=CC2=CC(=C(C=C12)C#N)F 1-cyclobutyl-5-fluoro-1H-indole-6-carbonitrile